C1(=CC=CC=C1)C1=CC=2N(C(=C1)C(=O)O)C=NC2 7-phenylimidazo[1,5-a]pyridine-5-carboxylic acid